2-bromo-5-nitro-4-[4-(prop-2-ene-1-yl)piperidin-1-yl]benzoic acid BrC1=C(C(=O)O)C=C(C(=C1)N1CCC(CC1)CC=C)[N+](=O)[O-]